tert-butyl-dimethyl-[3-[[4-(4,4,5,5-tetramethyl-1,3,2-dioxaborolan-2-yl)-1H-pyrazol-3-yl]oxy]propoxy]silane C(C)(C)(C)[Si](OCCCOC1=NNC=C1B1OC(C(O1)(C)C)(C)C)(C)C